CNC(C(O)C)=O N-methyl-lactamide